NC1=CC(=C2N3CCC[C@H]3CC=CC3=CC=C(C([C@@](C4=NN=C(C1=N2)O4)(O)C(F)(F)F)=C3)F)C(F)(F)F (6S,15S)-23-amino-8-fluoro-6,21-bis(trifluoromethyl)-26-oxa-3,4,19,24-tetraazapentacyclo[18.3.1.12,5.17,11.015,19]hexacosa-1(24),2,4,7(25),8,10,12,20,22-nonaen-6-ol